CN1C(=CC2=CC=C(C=C12)C#CC=1C=NC=CC1)C(=O)N1CCN(CC1)CC1=CC=C(C=C1)OCC(F)(F)F (1-methyl-6-(pyridin-3-ylethynyl)-1H-indol-2-yl)(4-(4-(2,2,2-trifluoroethoxy)benzyl)piperazin-1-yl)methanone